C1(=CC=CC=C1)C1=C(NC=2C1=NC=CC2)C2=C(C=NC=C2)O[C@H]2CN(CC2)C(C#C)=O |r| 1-[(3RS)-3-{[4-(3-phenyl-1H-pyrrolo[3,2-b]pyridin-2-yl)pyridin-3-yl]oxy}pyrrolidin-1-yl]prop-2-yn-1-one